FC(C(C)(O)C)(C1=C(C(=CC=C1)[C@@H](C)NC1=NC(=NC2=CC3=C(C=C12)N(C(CO3)(C)C)C)C)F)F (R)-1,1-Difluoro-1-(2-fluoro-3-(1-((2,6,7,7-tetramethyl-7,8-dihydro-6H-[1,4]oxazino[3,2-g]quinazolin-4-yl)amino)ethyl)phenyl)-2-methylpropan-2-ol